C(C)(=O)O.FC=1C(=C(C=CC1F)C(=O)N1CC(C1)(O)CNC(C)(C(=O)NCC)C)NC1=C(C=C(C=C1)I)F N2-{[1-({3,4-difluoro-2-[(2-fluoro-4-iodophenyl)amino]phenyl}carbonyl)-3-hydroxyazetidin-3-yl]methyl}-N-ethyl-2-methylalaninamide acetate salt